O6-(2-nitro-5-(2-azidoethoxy)benzyl)guanosine [N+](=O)([O-])C1=C(COC=2C=3N=CN([C@H]4[C@H](O)[C@H](O)[C@@H](CO)O4)C3N=C(N2)N)C=C(C=C1)OCCN=[N+]=[N-]